3,6-dibromo-10H-phenothiazine-5-oxide BrC=1C=CC=2NC3=CC=CC(=C3S(C2C1)=O)Br